C(C(C)C)C1=CC=C(C=C1)[C@@H](C(=O)OCN1C=CC2=C1N=CN=C2N([C@@H]2CC[C@H](CC2)CS(NC)(=O)=O)C)C (4-(Methyl((trans)-4-((N-methylsulfamoyl) methyl)cyclohexyl)amino)-7H-pyrrolo[2,3-d]pyrimidin-7-yl)methyl (S)-2-(4-isobutylphenyl)propanoate